undecyl tridecanoate C(CCCCCCCCCCCC)(=O)OCCCCCCCCCCC